pentafluoropentyl-ammonium FC(CCCC(F)(F)F)(F)[NH3+]